4-(4-Chloro-6-(8-oxa-5-azaspiro[3.5]nonan-5-yl)picolinamido)-2-methylbenzoic acid ClC1=CC(=NC(=C1)N1C2(CCC2)COCC1)C(=O)NC1=CC(=C(C(=O)O)C=C1)C